2-(6-amino-5-(8-(2-(4-hydroxybut-1-yn-1-yl)pyridin-4-yl)-3,8-diazabicyclo[3.2.1]octan-3-yl)pyridazin-3-yl)phenol NC1=C(C=C(N=N1)C1=C(C=CC=C1)O)N1CC2CCC(C1)N2C2=CC(=NC=C2)C#CCCO